C(#N)C=1C=C(C=CC1)C1=NN2C(N=C(C=C2)C(=O)NCC2(COC2)O)=C1C1=CC(=NC(=C1)C)C 2-(3-cyanophenyl)-3-(2,6-dimethyl-4-pyridinyl)-N-[(3-hydroxyoxetan-3-yl)methyl]pyrazolo[1,5-a]pyrimidine-5-carboxamide